1-(2-Amino-3-bromoquinolin-7-yl)propan-2-yl-5-(4-amino-7H-pyrrolo[2,3-d]pyrimidin-7-yl)cyclopent-3-ene-1,2-diol NC1=NC2=CC(=CC=C2C=C1Br)CC(C)C1(C(C=CC1N1C=CC2=C1N=CN=C2N)O)O